6-cyclopropyl-1H-indole-1,2-dicarboxylic acid 1-tert-butyl 2-methyl ester COC(=O)C=1N(C2=CC(=CC=C2C1)C1CC1)C(=O)OC(C)(C)C